C(C)ON(S(O)=O)OCC bisethoxysulfinamic acid